(3E)-13,13-dibutoxy-3-tridecen-1-ol C(CCC)OC(CCCCCCCC/C=C/CCO)OCCCC